[Ca+2].C(C(=C)C)(=O)OCCS(=O)(=O)[O-].S(=O)(=O)([O-])CCOC(C(=C)C)=O 2-sulfoethyl methacrylate, calcium salt